4-(1-(3-Methoxybenzoyl)-2,3-dihydro-1H-pyrrolo[2,3-c]pyridin-4-yl)-3,6-dihydropyridine-1(2H)-carbonitrile COC=1C=C(C(=O)N2CCC=3C2=CN=CC3C=3CCN(CC3)C#N)C=CC1